C(CCCCCCCCCCCCC)OC(CCCCCCCCCCC)=O lauric acid myristyl ester